tert-Butyl 3-((S)-2,4-dimethylpiperazin-1-yl)-4-hydroxypyrrolidine-1-carboxylate C[C@@H]1N(CCN(C1)C)C1CN(CC1O)C(=O)OC(C)(C)C